C(CCCCCCCCCCCCC)OC=1C=C(C(=O)O)C=C(C1)OCCCCCCCCCCCCCC 3,5-bis(tetradecyloxy)benzoic acid